CN1N=CC(=C1)C=1C=NC=2N(C1)N=CC2N 6-(1-methyl-1H-pyrazol-4-yl)pyrazolo[1,5-a]pyrimidin-3-amine